ClC1=CC(=C(C=C1Cl)[C@H](C1CCN(CC1)C(C(CO)O)=O)NC)O 1-[4-[(S)-(4,5-dichloro-2-hydroxyphenyl)(methylamino)methyl]Piperidin-1-yl]-2,3-dihydroxypropan-1-one